BrC=1C=NC=CC1C=1N(C(=NN1)S)C 5-(3-bromopyridin-4-yl)-4-methyl-4H-1,2,4-triazole-3-thiol